ClC1=CC=C(O\C(\C(=O)C2=CC=C(C=C2)C(F)(F)F)=C\N(C)C)C=C1 (E)-2-(4-Chlorophenoxy)-3-(dimethylamino)-1-[4-(trifluoromethyl)phenyl]prop-2-en-1-one